NC(C(C)(C)C=1SC=CN1)=C=O 2-(1-amino-2-methyl-1-carbonylpropane-2-yl)thiazole